CNC(COC1=CC(=CC=C1)C(F)(F)F)=S n-methyl-2-[3-(trifluoromethyl)phenoxy]ethanethioamide